C(C1=CC=CC=C1)OC1=C(C(=C(C(=C1)C=C)C[C@@H](CO[Si](C)(C)C(C)(C)C)NC(OC(C)(C)C)=O)F)NC(C(F)(F)F)=O tert-butyl [(2S)-1-[4-(benzyloxy)-6-ethenyl-2-fluoro-3-(2,2,2-trifluoroacetamido)phenyl]-3-{[tert-butyl(dimethyl)silyl]oxy}propan-2-yl]carbamate